(R)-2-((1-(3-cyano-7-methyl-4-oxo-2-(4-(o-tolyl)piperazin-1-yl)-4H-pyrido[1,2-a]pyrimidin-9-yl)ethyl)amino)benzoic acid C(#N)C1=C(N=C2N(C1=O)C=C(C=C2[C@@H](C)NC2=C(C(=O)O)C=CC=C2)C)N2CCN(CC2)C2=C(C=CC=C2)C